N-(4-cyclopropylpyridin-2-yl)-3-fluorobenzamide C1(CC1)C1=CC(=NC=C1)NC(C1=CC(=CC=C1)F)=O